CN(CCCC(=O)OC(CCCCCCCC(=O)OC(CCCCCCCC)CCCCCCCC)CCCCCCCCCCC)C Heptadecan-9-Yl 9-((4-(Dimethylamino)Butanoyl)Oxy)Icosanoate